(1R,2S,5S)-3-(diphenylcarbamoyl)-8-(4-phenylquinazoline-2-yl)-3,8-diazabicyclo[3.2.1]octane-2-carboxylic acid C1(=CC=CC=C1)N(C(=O)N1[C@@H]([C@H]2CC[C@@H](C1)N2C2=NC1=CC=CC=C1C(=N2)C2=CC=CC=C2)C(=O)O)C2=CC=CC=C2